(4-bromo-2-fluoro-6-formyl-phenyl)boronic acid BrC1=CC(=C(C(=C1)C=O)B(O)O)F